BrC=1C=C(C=NC1)C1CC(C(O1)=O)=C 5-(5-bromopyridin-3-yl)-3-methylenedihydrofuran-2(3H)-one